5-((3-(3-(((2-cyano-[1,1'-biphenyl]-4-yl)methyl)amino)propanamido)propyl)amino)benzo[c][2,6]naphthyridine-8-carboxamide C(#N)C1=C(C=CC(=C1)CNCCC(=O)NCCCNC1=NC2=C(C3=CN=CC=C13)C=CC(=C2)C(=O)N)C2=CC=CC=C2